CN(C=1SC2=C(N1)OCC=1C=C(C=CC12)C=1C=C(N=NC1)O)C1CC(NC(C1)(C)C)(C)C 5-(2-(Methyl-(2,2,6,6-tetramethyl-piperidin-4-yl)amino)-5H-isochromeno[3,4-d]thiazol-7-yl)pyridazin-3-ol